(R)-Tert-butyl 4-((1-cyanopropan-2-yl)oxy)piperidine-1-carboxylate C(#N)C[C@@H](C)OC1CCN(CC1)C(=O)OC(C)(C)C